(R or S)-N-(4-chlorophenyl)-2-(2-(5-fluoro-2-(trifluoromethyl)benzoyl)-2-azaspiro[3.3]heptan-6-yl)propionamide ClC1=CC=C(C=C1)NC([C@H](C)C1CC2(CN(C2)C(C2=C(C=CC(=C2)F)C(F)(F)F)=O)C1)=O |o1:9|